(2-dipropylamino-1,1-diethyl-ethyl)(trimethylsilyl)amine C(CC)N(CC(CC)(CC)N[Si](C)(C)C)CCC